methyl (S)-2-((4-(2-(4-chloro-2-fluorobenzyl) phenoxy) piperidin-1-yl) methyl)-3-(oxetan-2-ylmethyl)-3H-imidazo[4,5-b]pyridine-5-carboxylate ClC1=CC(=C(CC2=C(OC3CCN(CC3)CC3=NC=4C(=NC(=CC4)C(=O)OC)N3C[C@H]3OCC3)C=CC=C2)C=C1)F